N-(4-(2-((7-amino-2-(furan-2-yl)-[1,2,4]triazolo[1,5-a][1,3,5]triazin-5-yl)amino)ethyl)-phenyl)-2-(4-fluoropiperidin-1-yl)acetamide NC1=NC(=NC=2N1N=C(N2)C=2OC=CC2)NCCC2=CC=C(C=C2)NC(CN2CCC(CC2)F)=O